4-(methyl-sulfonyl)toluene CS(=O)(=O)C1=CC=C(C)C=C1